C(C)[C@@H]1CN(CC[C@H]1OC1=CC=C(C=C1)OC(C)C)C1=CC(N(C=2C=CC(=NC12)C#N)C)=O 8-((3R,4R)-3-Ethyl-4-(4-isopropoxyphenoxy)piperidin-1-yl)-5-methyl-6-oxo-5,6-dihydro-1,5-naphthyridin-2-carbonitril